C(C)(C)(C)OC(=O)N1[C@H](CC(=CC1)OS(=O)(=O)C(F)(F)F)C (2S)-2-methyl-4-(trifluoromethanesulfonyloxy)-1,2,3,6-tetrahydropyridine-1-carboxylic acid tert-butyl ester